dimethyl-thiocarbamic acid O-(7-dimethylthiocarbamoyloxy-naphthalen-2-yl) ester CN(C(=S)OC1=CC=C2C=CC(=CC2=C1)OC(N(C)C)=S)C